1-methyl-N-pyridazin-4-yl-pyrazole-4-carboxamide CN1N=CC(=C1)C(=O)NC1=CN=NC=C1